4-fluoro-2-[(1S,2S)-2-methoxycyclohexyloxy]aniline FC1=CC(=C(N)C=C1)O[C@@H]1[C@H](CCCC1)OC